4-chloro-1-(3-cyanopropyl)-N-(3-fluoro-5-(phenylethynyl)pyridin-2-yl)-1H-pyrazole-5-carboxamide ClC=1C=NN(C1C(=O)NC1=NC=C(C=C1F)C#CC1=CC=CC=C1)CCCC#N